2-(2-(3-Acetyl-5-(2-methylpyrimidin-5-yl)-1H-indazol-1-yl)acetyl)-N-(6-bromopyridin-2-yl)-4-fluoropyrrolidine-1-carboxamide C(C)(=O)C1=NN(C2=CC=C(C=C12)C=1C=NC(=NC1)C)CC(=O)C1N(CC(C1)F)C(=O)NC1=NC(=CC=C1)Br